4-(1-Methyl-1-phenylethyl)-phenol CC(C)(C1=CC=CC=C1)C1=CC=C(C=C1)O